ClC1=NC=CC(=C1)C(C)(C)O 2-(2-chloropyridin-4-yl)propan-2-ol